6-Bromo-5-methoxy-1H-benzimidazole BrC=1C(=CC2=C(NC=N2)C1)OC